7-{[4-(3-Chloro-2-methylphenyl)-1-(prop-2-enoyl)piperidin-4-yl]amino}-2-methylisoquinolin-1-one ClC=1C(=C(C=CC1)C1(CCN(CC1)C(C=C)=O)NC1=CC=C2C=CN(C(C2=C1)=O)C)C